OC1=CC=C(C=C1)C(C)(C)C1=CC=C(C=N1)OC1CC(C1)NC(OC(C)(C)C)=O tert-butyl ((1s,3s)-3-((6-(2-(4-hydroxylphenyl)propan-2-yl)pyridin-3-yl)oxy)cyclobutyl)carbamate